[C@@H]1([C@H](O)[C@@H](O)[C@@H](O)[C@H](O1)CO)OCC(C(C(CCCCCCCCCCCCCC)O)O)NC(C=CC=CCCCCCCCCCCCCCCCCCCC)=O 1-(β-D-Galactopyranosyloxy)-2-(N-15Z,18Z-tetracosadienoyl-amino)octadecan-3,4-diol